CN(C(O)=O)CC1=C(C=CC(=C1)N1N=C(C=C1)C1=C(C=C(C=C1)C)C)C.C(C)(C)C1=C(C(=CC=C1)C(C)C)N1C(=NC=C1)C=1C=C(N(C2=CC(=CC=C2)C2=NC3=CC=CC=C3C=C2)C2=CC=CC=C2)C=CC1 3-(1-(2,6-diisopropylphenyl)-1H-imidazol-2-yl)-N-phenyl-N-(3-(quinolin-2-yl)phenyl)aniline methyl-{5-[3-(2,4-dimethylphenyl)-1H-pyrazol-1-yl]-2-methylbenzyl}carbamate